P(OC1=CC=CC=C1)(OCC(CCCC)CC)OCC(CCCC)CC mono-phenyl di(2-ethylhexyl) phosphite